C(CCC)NC(=O)N1C=NC2=C1C=CC(=C2)N2CCC(CC2)N2CCN(CC2)C N-butyl-5-(4-(4-methylpiperazin-1-yl)piperidin-1-yl)-1H-benzo[d]imidazole-1-carboxamide